copper-oxide phosphate P(=O)([O-])([O-])[O-].[Cu+3]=O